C(C1=CC=CC=C1)OC1=C(C(=CC(=C1)O)O)C(=O)N1CC2=CC=C(C=C2CC1)CN(C)C (2-Benzyloxy-4,6-dihydroxy-phenyl)-[6-[(dimethylamino)methyl]-3,4-dihydro-1H-isoquinolin-2-yl]methanone